4-((S or R)-4-((1R,5S)-3,8-diazabicyclo[3.2.1]oct-3-yl)-6-chloro-2-(4-(dimethylamino)butyl)-8-fluoroquinazolin-7-yl)naphthalen-2-ol dihydrochloride Cl.Cl.[C@H]12CN(C[C@H](CC1)N2)C2=NC(=NC1=C(C(=C(C=C21)Cl)C2=CC(=CC1=CC=CC=C21)O)F)CCCCN(C)C